FC=1C=C(C=NC1)NC1=NC=NC2=CC=C(C=C12)C1(CN(C1)C(C=C)=O)C 1-(3-(4-((5-fluoropyridin-3-yl)amino)quinazolin-6-yl)-3-methylazetidin-1-yl)prop-2-en-1-one